O1CCN(CC1)C1=NC=C(C=N1)O 2-morpholinopyrimidin-5-ol